CN(C1CCC(CC1)NC=1N=CC2=C(N1)C1(C(N(C2)C2=CC(=C(C=C2)NS(=O)(=O)CC2=CC=C(C=C2)F)F)=O)CC1)C N-(4-(2'-(((1r,4r)-4-(dimethylamino)cyclohexyl)amino)-7'-oxo-5'H-spiro[cyclopropane-1,8'-pyrido[4,3-d]pyrimidin]-6'(7'H)-yl)-2-fluorophenyl)-1-(4-fluorophenyl)methanesulfonamide